C(C)(C)(C)OC(=O)N1CCC2(CC(C2)CO)CC1 2-(hydroxymethyl)-7-azaspiro[3.5]nonane-7-carboxylic acid tert-butyl ester